P(=O)(OCC(COC(CCC(OCC1=CC=CC=C1)=O)=O)OC(CCC(=O)OCC1=CC=CC=C1)=O)(OC[C@@H](COC(CCCCCCCCCCCCC)=O)OC(CCCCCCCCCCCCC)=O)[O-] 2,3-bis((4-(benzyloxy)-4-oxobutanoyl)oxy)propyl ((R)-2,3-bis(tetradecanoyloxy)propyl) phosphate